C(#N)[C@@]1(COCC2=CC=C(C=C12)C(=O)NCC1=NC=CC(=C1)C1CC(C1)C1=NC(=CC=C1)N1CCOCC1)C (R)-4-cyano-4-methyl-N-((4-((1r,3r)-3-(6-morpholinopyridin-2-yl)cyclobutyl)pyridin-2-yl)methyl)isochroman-6-carboxamide